C(C=1C(C(=O)OCCCCCC)=CC=CC1)(=O)OCCCCCC di-normal hexyl phthalate